BrC1=CC(=CC(=C1)S(=O)(=O)C)COC 1-bromo-3-(methoxymethyl)-5-(methylsulfonyl)benzene